C(#CC)C=1C(=NC(N([C@H]2[C@H](O)[C@H](O)[C@@H](CO)O2)C1)=O)N 5-(1-propynyl)cytidine